O[C@@H]1C[C@H](N(C1)C([C@H](C(C)(C)C)NC(C)=O)=O)C=1NC(=CN1)CC1=CC=C(C=C1)C1=C(N=CS1)C N-((S)-1-((2S,4R)-4-hydroxy-2-(5-(4-(4-methylthiazol-5-yl)benzyl)-1H-imidazol-2-yl)pyrrolidin-1-yl)-3,3-dimethyl-1-oxobutan-2-yl)acetamide